BrC=1C=C(C=C(C1)Cl)[C@H]1N[C@@H](COC1)C (3R,5R)-3-(3-bromo-5-chlorophenyl)-5-methylmorpholine